N-(3-(2-((4-(4-ethylpiperazin-1-yl)phenyl)amino)quinazolin-8-yl)phenyl)acrylamide C(C)N1CCN(CC1)C1=CC=C(C=C1)NC1=NC2=C(C=CC=C2C=N1)C=1C=C(C=CC1)NC(C=C)=O